C12(CC(C1)C2)C2=C(C=C(C(=N2)C)C=2NC=1C=CN=C(C1C(C2)=O)C(=O)N)Cl 2-[6-(1-bicyclo[1.1.1]pentanyl)-5-chloro-2-methyl-3-pyridyl]-4-oxo-1H-1,6-naphthyridine-5-carboxamide